6-chloro-2-fluoropyrimidin-4-amine ClC1=CC(=NC(=N1)F)N